9-fluoro-2-methylpyrazolo[1,5-a]quinoxalin-4(5H)-one FC=1C=CC=C2NC(C=3N(C12)N=C(C3)C)=O